O1[C@@H]([C@@H](CC2=CC=CC=C12)O)C1=CC=CC=C1 (2R,3R)-flavan-3-ol